N-(2-(1H-indol-3-yl)ethyl)-5-(3-fluorophenyl)thiazolo[5,4-d]pyrimidin-2(1H)-one N1C=C(C2=CC=CC=C12)CCN1C(SC=2N=C(N=CC21)C2=CC(=CC=C2)F)=O